(2S,3S)-N-(2-Fluoroethyl)-2-methylpyrrolidin-3-amine dihydrochloride Cl.Cl.FCCN[C@@H]1[C@@H](NCC1)C